(S)-2-methylmorpholine C[C@H]1CNCCO1